(2S,4R)-1-(2-(3-Acetyl-5-(2-methylpyrimidin-5-yl)-1H-indazol-1-yl)acetyl)-4-fluoro-N-(3-(pentafluoro-λ6-sulfanyl)phenyl)pyrrolidine-2-carboxamide C(C)(=O)C1=NN(C2=CC=C(C=C12)C=1C=NC(=NC1)C)CC(=O)N1[C@@H](C[C@H](C1)F)C(=O)NC1=CC(=CC=C1)S(F)(F)(F)(F)F